[Al].[Fe].[Ni] Nickel iron aluminum